CC1=C(C(=O)OC(C)C=2C=C3N=CC=NC3=CC2)C=CC(=C1OC(F)(F)F)CN1N=CC=C1 1-(quinoxalin-6-yl)ethan-1-ol Methyl-4-((1H-pyrazol-1-yl)methyl)-3-(trifluoromethoxy)benzoate